5-(trifluoromethyl)-[3,4'-bipyridine] FC(C=1C=C(C=NC1)C1=CC=NC=C1)(F)F